O1C(=CC=C1)C(=O)OCC ethyl 2-furoate